pentan-1,5-diamine C(CCCCN)N